BrC=1C=C2C(=NC=NC2=C(C1)Cl)N 6-bromo-8-chloroquinazolin-4-amine